N(=NC(CC(C(=O)[O-])CCC(C(C(C(C(C(F)(F)F)(F)F)(F)F)(F)F)(F)F)(F)F)(C)C#N)C(CC(C(=O)[O-])CCC(C(C(C(C(C(F)(F)F)(F)F)(F)F)(F)F)(F)F)(F)F)(C)C#N 4,4'-Azobis(3,3,4,4,5,5,6,6,7,7,8,8,8-tridecafluorooctyl-4-cyanopentanoate)